F[C@@H]1[C@@H]2CC[C@H](C[C@H]1C(=C)C=1N=NC(=CN1)C1=C(C=C(C=C1)N1N=C(N=N1)C)O)N2 2-(3-(1-((1S,2S,3S,5R)-2-fluoro-8-azabicyclo[3.2.1]octan-3-yl)vinyl)-1,2,4-triazin-6-yl)-5-(5-methyl-2H-tetrazol-2-yl)phenol